N-Boc-L-Alanine C(=O)(OC(C)(C)C)N[C@@H](C)C(=O)O